C(CCCCCC)OCOC=CCCCCC(OCCCCCCCCCC)OCCCCCCCCCC didecyloxyheptenyl heptyloxymethyl ether